2-(5-bromo-1-methyl-3-oxoisoindolin-2-yl)acetic acid tert-butyl ester C(C)(C)(C)OC(CN1C(C2=CC=C(C=C2C1=O)Br)C)=O